CN1N=CC=2C1=NC(=CC2N2CC1=C(CC2)N(N=C1C)CC12CCC(CC1)(CC2)NCC(=O)N2CCCCC2)C 2-((4-((5-(1,6-dimethyl-1H-pyrazolo[3,4-b]pyridin-4-yl)-3-methyl-4,5,6,7-tetrahydro-1H-pyrazolo[4,3-c]pyridin-1-yl)methyl)bicyclo[2.2.2]octan-1-yl)amino)-1-(piperidin-1-yl)ethanone